Cl.N1N=CC(=C1)C1=CC=C(C=C1)[C@H](C)N (S)-1-(4-(1H-pyrazol-4-yl)phenyl)ethan-1-amine hydrochloride